(E)-N-((6-fluoro-5-isopropylpyridin-2-yl)methylene)-2-methylpropan-2-sulfinamide FC1=C(C=CC(=N1)\C=N\S(=O)C(C)(C)C)C(C)C